BrC=1C=C2C(=NC1Cl)N=C(N2C)C2=C(C=C(C=C2C)C(F)(F)F)O 2-(6-Bromo-5-chloro-1-methyl-imidazo[4,5-b]pyridin-2-yl)-3-methyl-5-(trifluoromethyl)phenol